IC=1C=CC(=C(C1)N1C(N(C(CC1)=O)CNC(C(=O)O)CC=O)=O)OC ((3-(5-iodo-2-methoxyphenyl)-2,6-dioxotetrahydropyrimidine-1(2H)-yl)methyl)amino-4-oxobutanoic acid